N-(4-((6-(2-oxabicyclo[2.1.1]hexan-4-yl)-4-methylpyridin-2-yl)amino)-5-ethoxypyridin-2-yl)acetamide C12OCC(C1)(C2)C2=CC(=CC(=N2)NC2=CC(=NC=C2OCC)NC(C)=O)C